C[C@@H]1N(CC1)C1=NC(=CC(=N1)N1CC(C1)CC(=O)O)C(F)(F)F (S)-2-(1-(2-(2-methylazetidin-1-yl)-6-(trifluoromethyl)pyrimidin-4-yl)azetidin-3-yl)acetic acid